BrC=1C=C(SC1Cl)C=O 4-Bromo-5-chlorothiophene-2-carbaldehyde